C1(=CC=CC=C1)C1=C(C(=NC=C1)C1=NC=CC=C1)C1=NC=CC=C1 4'-phenylterpyridine